N1C=CC=2C1=NC=C(C2)NCC=2C=C(C(=O)NC1=CC(=CC(=C1)C(F)(F)F)N1C=NC(=C1)C)C=CC2C 3-(((1H-pyrrolo[2,3-b]pyridin-5-yl)amino)methyl)-4-methyl-N-(3-(4-methyl-1H-imidazol-1-yl)-5-(trifluoromethyl)phenyl)benzamide